5-Chloro-N2-(p-isopropylphenyl)-N4-(3-(trifluoromethyl)phenyl)pyrimidine-2,4-diamine ClC=1C(=NC(=NC1)NC1=CC=C(C=C1)C(C)C)NC1=CC(=CC=C1)C(F)(F)F